(3S,4R)-4-{[7-(2-methylpropyl)-5-(trifluoromethyl)imidazo[4,3-f][1,2,4]triazin-2-yl]amino}oxan-3-ol CC(CC1=NC(=C2C=NC(=NN21)N[C@H]2[C@@H](COCC2)O)C(F)(F)F)C